tert-Butyl 3-ethoxy-4-oxopiperidine-1-carboxylate C(C)OC1CN(CCC1=O)C(=O)OC(C)(C)C